2-[6-(4-fluoro-3-{[(2S)-1-(1H-tetrazol-1-yl)propan-2-yl]oxy}phenyl)imidazo[1,2-b]pyridazin-3-yl]-4-methoxypyridine-3-carbonitrile FC1=C(C=C(C=C1)C=1C=CC=2N(N1)C(=CN2)C2=NC=CC(=C2C#N)OC)O[C@H](CN2N=NN=C2)C